3-(5-(5,5-dioxido-3a,4,6,6a-tetrahydrothieno[3,4-d]isoxazol-3-yl)-2-methoxybenzamido)-N-(4-fluoro-3-(trifluoromethyl)phenyl)-6-(trifluoromethyl)benzo[b]thiophene-2-carboxamide O=S1(CC2C(=NOC2C1)C=1C=CC(=C(C(=O)NC=2C3=C(SC2C(=O)NC2=CC(=C(C=C2)F)C(F)(F)F)C=C(C=C3)C(F)(F)F)C1)OC)=O